NCl (S)-chloramine